P(=O)(O)(O)O.C(=CC1=CC=CC=C1)OC=CC1=CC=CC=C1 styryl ether phosphate